5-[(2S)-2-amino-1-methoxypropyl]-6-bromo-N-(thiophen-2-ylmethyl)thieno[3,2-c][1,2]thiazol-3-amine N[C@H](C(OC)C1=C(C2=NSC(=C2S1)NCC=1SC=CC1)Br)C